FC=1C=C2[C@@H](C[C@@H](N(C2=CC1)C(CC)=O)C)NC=O |o1:4,6| N-((2S*,4R*)-6-fluoro-2-methyl-1-propionyl-1,2,3,4-tetrahydroquinolin-4-yl)formamide